2-(piperazin-1-yl)benzo[4,5]imidazo[1,2-a]pyrimidine N1(CCNCC1)C1=NC=2N(C=C1)C1=C(N2)C=CC=C1